ClC1=C(C=C2C=C(N=CC2=C1)NC(=O)[C@@H]1[C@@](C1)(C1COCC1)C)N1CCN(CC1)[C@]1(COC[C@H]1O)C (1S,2S)-N-[7-chloro-6-[4-((3S,4S)-4-hydroxy-3-methyl-tetrahydrofuran-3-yl)piperazin-1-yl]-3-isoquinolinyl]-2-methyl-2-tetrahydrofuran-3-yl-cyclopropanecarboxamide